(3,4-epoxycyclohexyl)ethyl-diethyl-ethoxysilane C1(CC2C(CC1)O2)CC[Si](OCC)(CC)CC